3-methylene-5-(quinolin-8-yl)dihydrofuran-2(3H)-one C=C1C(OC(C1)C=1C=CC=C2C=CC=NC12)=O